NC1=C(C(N(C2=CC(=CC=C12)C(F)(F)F)C1=C2C=CN=CC2=C(C=C1)Cl)=O)C(=O)OC methyl 4-amino-1-(8-chloroisoquinolin-5-yl)-2-oxo-7-(trifluoromethyl)-1,2-dihydroquinoline-3-carboxylate